COC(=O)C1=C(N=C(N1N)C(CCO)C1CN(CC1)C(=O)OC(C)(C)C)C1=CC=C(C=C1)OC1=CC=CC=C1 1-amino-2-(1-(1-(tert-butoxycarbonyl)pyrrolidin-3-yl)-3-hydroxypropyl)-4-(4-benzeneOxyphenyl)-1H-imidazole-5-carboxylic acid methyl ester